ClC1=CC=C(CC=2NC(=NN2)C(=O)OCC)C=C1 ethyl 5-(4-chlorobenzyl)-4H-1,2,4-triazole-3-carboxylate